C(CCCCCCCCCCCCCCCCCCCCCCCCCCCCC)OC(N(C)C)=O.C(C)OC(C#C[SiH3])(OCC)OCC tri(ethoxy)propynyl-silane triacontyl-dimethylcarbamate